tert-butyl (5R,6R)-5-hydroxy-6-[(5S)-5H-imidazo[1,5-b]isoindol-5-yl]-2-azaspiro[3.4]octane-2-carboxylate O[C@H]1C2(CN(C2)C(=O)OC(C)(C)C)CC[C@@H]1[C@@H]1N2C(C=3C=CC=CC13)=CN=C2